N1=CN=C(C2=C1SC1=C2CCC1)C=1CCN(CC1)CC=1C=C2C(N(C(C2=CC1)=O)C1C(NC(CC1)=O)=O)=O 5-((4-(6,7-dihydro-5H-cyclopenta[4,5]thieno[2,3-d]pyrimidin-4-yl)-3,6-dihydropyridin-1(2H)-yl)methyl)-2-(2,6-dioxopiperidin-3-yl)isoindoline-1,3-dione